6-(4-(TRIFLUOROMETHYL)PHENOXY)-N-(4-(TRIFLUOROMETHYL)PHENYL)-[1,2,5]OXADIAZOLO[3,4-B]PYRAZIN-5-AMINE FC(C1=CC=C(OC=2C(=NC=3C(N2)=NON3)NC3=CC=C(C=C3)C(F)(F)F)C=C1)(F)F